3-(2-((4-((R)-2-(4-chloro-2-fluorophenyl)-2H-chromen-8-yl)piperidin-1-yl)methyl)-3-(((S)-oxetan-2-yl)methyl)-3H-imidazo[4,5-c]pyridin-6-yl)-5-(trifluoromethyl)-1,2,4-oxadiazole ClC1=CC(=C(C=C1)[C@@H]1OC2=C(C=CC=C2C=C1)C1CCN(CC1)CC1=NC2=C(C=NC(=C2)C2=NOC(=N2)C(F)(F)F)N1C[C@H]1OCC1)F